(S)-4-(2-chloro-6-(methylthio)pyridin-4-yl)-3-methylmorpholine ClC1=NC(=CC(=C1)N1[C@H](COCC1)C)SC